FC(COC=1C=CC=C2C=C(NC12)CN1C(C(=CC=C1)NC([C@H](CC\C=C\C(=O)N(C)C)NC(OC)=O)=O)=O)F methyl (S,E)-(1-((1-((7-(2,2-difluoroethoxy)-1H-indol-2-yl)methyl)-2-oxo-1,2-dihydropyridin-3-yl)amino)-7-(dimethylamino)-1,7-dioxohept-5-en-2-yl)carbamate